N1C(=NC2=C1C=CC=C2)[C@H]2N(CCC1=C2N=CN1)C(=O)C=1SC=CN1 (S)-(4-(1H-benzo[d]imidazol-2-yl)-6,7-dihydro-1H-imidazo[4,5-c]pyridin-5(4H)-yl)(thiazol-2-yl)methanone